(R)-N-(8-methylisoquinolin-1-yl)-4-morpholino-N-(piperidin-3-yl)benzamide CC=1C=CC=C2C=CN=C(C12)N(C(C1=CC=C(C=C1)N1CCOCC1)=O)[C@H]1CNCCC1